C[N+](C)(CCCS(=O)(=O)[O-])CCCNC(CCCCCCCCCCCCCCC)=O 3-[N,N-Dimethyl (3-palmitoylaminopropyl)-ammonio]-propanesulfonate